N1(CCC[C@H]2CCCC[C@H]12)C([C@@H](CCN1C(C2=CC=CC=C2C1=O)=O)N)=O 2-[(3R)-4-[(4aR,8aS)-3,4,4a,5,6,7,8,8a-Octahydro-2H-quinolin-1-yl]-3-amino-4-oxo-butyl]isoindoline-1,3-dione